FC1=C(CN2C(N(C3=NC(=NC=C3C2)NC2=C(C=C(C(=C2)[N+](=O)[O-])F)OC)C)=O)C=CC(=C1)F 3-(2,4-difluorobenzyl)-7-((4-fluoro-2-methoxy-5-nitrophenyl)amino)-1-methyl-3,4-dihydropyrimido[4,5-d]pyrimidin-2(1H)-one